tert-butyl (2-cyano-8-(3-(dimethylcarbamoyl)-1-methyl-1H-pyrazol-5-yl)imidazo[1,2-c]pyrimidin-5-yl)((5-fluoro-2,3-dihydrobenzofuran-4-yl)methyl)carbamate C(#N)C=1N=C2N(C(=NC=C2C2=CC(=NN2C)C(N(C)C)=O)N(C(OC(C)(C)C)=O)CC2=C(C=CC3=C2CCO3)F)C1